3-bromo-6-[4-(4-fluorophenyl)-1,2,4-triazol-3-yl]imidazo[1,2-a]pyridine BrC1=CN=C2N1C=C(C=C2)C2=NN=CN2C2=CC=C(C=C2)F